FC1=NN2C(C(=CC(=C2)O)C2=NC=C(N=C2)N2CC3N(C(C2)C3)CC=3C=NC(=CC3)OC)=C1C=O 2-fluoro-6-hydroxy-4-(5-(6-((6-methoxypyridin-3-yl)methyl)-3,6-diazabicyclo[3.1.1]heptan-3-yl)pyrazin-2-yl)pyrazolo[1,5-a]pyridine-3-carbaldehyde